CC1OC(CN(C1)C1=CC=C(C=C1)NC=1C=CC2=C(OCC(N2CCN(C(OC(C)(C)C)=O)C)=O)C1)C tert-butyl (2-(7-((4-(2,6-dimethylmorpholino) phenyl)amino)-3-oxo-2,3-dihydro-4H-benzo[b][1,4]oxazin-4-yl)ethyl)(methyl)carbamate